3-fluoro-4-(1,3-oxazol-5-yl)aniline FC=1C=C(N)C=CC1C1=CN=CO1